tert-butyl 3-(6-aminopyridin-3-yl)-3,6-diazabicyclo[3.1.1]heptane-6-carboxylate NC1=CC=C(C=N1)N1CC2N(C(C1)C2)C(=O)OC(C)(C)C